trans-(S)-1-phenylethyl 2-[[1-isobutyl-4-[[4-(trifluoromethyl) phenyl]methyl]indazole-3-carbonyl]amino]spiro[3.3]heptane-6-carboxylate C(C(C)C)N1N=C(C2=C(C=CC=C12)CC1=CC=C(C=C1)C(F)(F)F)C(=O)NC1CC2(C1)CC(C2)C(=O)O[C@@H](C)C2=CC=CC=C2